FC=1C=C(C=CC1OC1=CC=NC2=CC=C(N=C12)OC)NC(=O)C=1C=NC(=C(C1O)C=1SC=CC1)C N-[3-fluoro-4-[(6-methoxy-1,5-naphthyridin-4-yl)oxy]phenyl]-4-hydroxy-6-methyl-5-thiophen-2-ylpyridine-3-carboxamide